C12CNCC(N1C=1N=C(C3=C(N1)CCOC3)NC3=CC=C(C=C3)C3=CC=NC=C3)C2 2-(3,6-diazabicyclo[3.1.1]hept-6-yl)-N-(4-(pyridin-4-yl)phenyl)-7,8-dihydro-5H-pyrano[4,3-d]pyrimidin-4-amine